O=C1NC(CCC1NC1=CC(=C(C=C1)C1CCN(CC1)CCC1CCN(CC1)C(=O)OC(C)(C)C)F)=O tert-butyl 4-[2-[4-[4-[(2,6-dioxo-3-piperidyl)amino]-2-fluoro-phenyl]-1-piperidyl]ethyl]piperidine-1-carboxylate